ClC1=CC(=C(C=C1)C1(OC2=C(O1)C=CC=C2C2CCN(CC2)CC=2N(C(=NN2)/C=C/C(=O)OC)CC2=CN=CN2CC)C)F methyl (E)-3-(5-((4-(2-(4-chloro-2-fluorophenyl)-2-methylbenzo[d][1,3]dioxol-4-yl)piperidin-1-yl)methyl)-4-((1-ethyl-1H-imidazol-5-yl)methyl)-4H-1,2,4-triazol-3-yl)acrylate